(S)-9-(aminomethyl)-4-ethyl-8-fluoro-4-hydroxy-11-methyl-1,12-dihydro-14H-pyrano[3',4':6,7]indolizino[2,1-b]quinoline-3,6,14(4H,11H)-trione NCC1=C(C=C2C(C3=C(N(C2=C1)C)CN1C(C2=C(C=C13)[C@@](C(OC2)=O)(O)CC)=O)=O)F